C(C)(C)(C)OC(NC1=NC=C(C(=C1)Cl)C1CCC(CC1)(F)F)=O.ClC1=CC(=NC=C1C1CCC(CC1)(F)F)N 4-chloro-5-(4,4-difluorocyclohexyl)pyridin-2-amine tert-Butyl-N-[4-chloro-5-(4,4-difluorocyclohexyl)pyridin-2-yl]carbamate